4-[(2-bromophenyl)amino]-2-{[2-(2,2-difluorocyclobutane-1-carbonyl)-6-methoxy-1,2,3,4-tetrahydroisoquinolin-7-yl]amino}pyrimidine-5-carboxamide BrC1=C(C=CC=C1)NC1=NC(=NC=C1C(=O)N)NC1=C(C=C2CCN(CC2=C1)C(=O)C1C(CC1)(F)F)OC